C1(=CC=CC=C1)S(=O)(=O)N1C=C(C=2C1=NC(=CC2)C=2C(=NOC2C)C)C2=NC(=NC=C2C(F)(F)F)S(=O)(=O)C 4-[1-(benzenesulfonyl)-3-[2-methylsulfonyl-5-(trifluoromethyl)pyrimidin-4-yl]-pyrrolo[2,3-b]-pyridin-6-yl]-3,5-dimethylisoxazole